methyl 4-formylbenzoate phenylhydrazone C1(=CC=CC=C1)NN=C(C1=CC=C(C=C1)C=O)OC